C(=O)(OCC1C2=CC=CC=C2C2=CC=CC=C12)C1SCCN1 FMOC-thiazolidine